Cl.N1(CCNCC1)CC1=CC=C(C=C1)NC=1N=CC2=C(C=NNC2=O)N1 ((4-(piperazin-1-ylmethyl)phenyl)amino)pyrimido[4,5-d]pyridazin-5(6H)-one hydrochloride